BrC1=CC=C(C=C1)C12C(C3=C(C=NC=C3OC)O1)(C(C(C2C2=CC=CC=C2)CO)CNCC2=CC=NN2C)O 7a-(4-bromophenyl)-6-(hydroxymethyl)-4-methoxy-5-((((1-methyl-1H-pyrazol-5-yl)methyl)amino)methyl)-7-phenyl-5,6,7,7a-tetrahydro-4bH-cyclopenta[4,5]furo[2,3-c]pyridin-4b-ol